C1(CC1)CN(C(=O)C1CN(C(C1)=O)CC)CC1=CC=C(C=C1)NC1=CC=C(C=C1)N1CCC(CC1)C(F)(F)F N-(cyclopropylmethyl)-1-ethyl-5-oxo-N-(4-((4-(4-(trifluoromethyl)piperidin-1-yl)phenyl)amino)benzyl)pyrrolidine-3-carboxamide